C(C#C)[C@H]1[C@@H]([C@H]([C@@H](C(O1)CC(=O)O)CC(=O)O)CC(=O)O)CC(=O)O.C(C)(=O)O.C(C)(=O)O.C(C)(=O)O.C(C)(=O)O.C(C#C)C(=O)[C@@H](O)[C@H](O)[C@H](O)[C@@H](O)C propargyl-fucose tetraacetate ((3S,4R,5R,6S)-6-(prop-2-ynyl)-tetrahydro-2H-pyran-2,3,4,5-tetrayl-tetraacetate)